2-(6-(1-((1S,2S,3S,5R)-2-fluoro-1-methyl-8-azabicyclo[3.2.1]octan-3-yl)vinyl)pyridazin-3-yl)-5-(5-methyl-2H-tetrazol-2-yl)phenol F[C@@H]1[C@@]2(CC[C@H](C[C@H]1C(=C)C1=CC=C(N=N1)C1=C(C=C(C=C1)N1N=C(N=N1)C)O)N2)C